C1(=CC=CC=C1)CC(=O)O[C@@H]1[C@H](O[C@@]([C@@H]1O)(C#N)C1=CC=C2C(=NC=NN21)NC(C2=CC=CC=C2)=O)CO[Si](C2=CC=CC=C2)(C2=CC=CC=C2)C(C)(C)C (2R,3S,4R,5R)-5-(4-benzoylamino pyrrolo[2,1-f][1,2,4]triazin-7-yl)-2-(((tert-butyldiphenylsilyl) oxy) methyl)-5-cyano-4-hydroxytetrahydrofuran-3-yl 2-phenylacetate